Cl.Cl.COC=1C=C2C(=NC=NC2=CC1OCCCN1CCN(CC1)C)C1=CC=C(N)C=C1 4-(6-methoxy-7-(3-(4-methylpiperazin-1-yl)propoxy)quinazoline-4-yl)aniline dihydrochloride